C(CCCCCCCCCCC)OC(=O)C1=CC=CC=C1 dodecylbenzeneAt